methyl p-toluenesulfinate CC1=CC=C(C=C1)S(=O)OC